ClC1=C(C(=C(C=C1)C=1N=C(C=2C=CC(=C(C2C1)N)C)N)F)F (4-chloro-2,3-difluorophenyl)-6-methylisoquinoline-1,5-diamine